C=1(C(=CC=CC1O)C(=O)[O-])C.[Ti+4].C=1(C(=CC=CC1O)C(=O)[O-])C.C=1(C(=CC=CC1O)C(=O)[O-])C.C=1(C(=CC=CC1O)C(=O)[O-])C titanium (IV) cresolate